4-(benzyloxy)-5-chloro-2-fluorobenzoic acid C(C1=CC=CC=C1)OC1=CC(=C(C(=O)O)C=C1Cl)F